(S)-5-(2,4-difluorobenzoyl)-N-((S)-3-oxo-1-((S)-2-oxopyrrolidin-3-yl)-4-(trifluoromethoxy)butan-2-yl)-5-azaspiro[2.4]heptane-6-carboxamide FC1=C(C(=O)N2CC3(CC3)C[C@H]2C(=O)N[C@@H](C[C@H]2C(NCC2)=O)C(COC(F)(F)F)=O)C=CC(=C1)F